(4-methyl-1,2,4-triazol-3-yl)methanol CN1C(=NN=C1)CO